1,2,4,5-tetra(pyridin-3-yl)benzene N1=CC(=CC=C1)C1=C(C=C(C(=C1)C=1C=NC=CC1)C=1C=NC=CC1)C=1C=NC=CC1